ClC1=C(C=C(C(=C1)OC1=CC=CC=C1)C)C(=O)N(C)CC (2-chloro-4-phenoxy-5-methylphenyl)-N-ethyl-N-methylformamide